C(C=C)(=O)OCCCOC(C=C)=O (1,3-propanediol) diacrylate